{1-[1-(2-fluoro-6-methoxybenzyl)piperidin-4-yl]-3-[4-(7H-pyrrolo[2,3-d]pyrimidin-4-yl)-1H-pyrazol-1-yl]azetidin-3-yl}acetonitrile FC1=C(CN2CCC(CC2)N2CC(C2)(N2N=CC(=C2)C=2C3=C(N=CN2)NC=C3)CC#N)C(=CC=C1)OC